ClC1=CC(=NC2=C(C(=CC=C12)Cl)Cl)CP(OCC)(OCC)=O Diethyl (4,7,8-trichloroquinolin-2-yl)methylphosphonate